NC1=C(C(=NC=N1)N1CCS(CC1)(=O)=O)Cl (6-Amino-5-chloropyrimidin-4-yl)thiomorpholine 1,1-dioxide